sodium acetylbenzenesulfonate C(C)(=O)OS(=O)(=O)C1=CC=CC=C1.[Na]